N-(2-chloro-6-methylphenyl)-2-((6-((2-(2,6-dioxopiperidin-3-yl)benzyl)amino)-2-methylpyrimidin-4-yl)amino)thiazole-5-carboxamide ClC1=C(C(=CC=C1)C)NC(=O)C1=CN=C(S1)NC1=NC(=NC(=C1)NCC1=C(C=CC=C1)C1C(NC(CC1)=O)=O)C